ClC1=C(C=NC2=CC=CC=C12)C(=O)OCC ethyl 4-chloroquinoline-3-carboxylate